(3R)-N-[4-(3-cyanophenyl)-5-(2,6-dimethyl-4-pyridyl)thiazol-2-yl]-3-methyl-morpholine-4-carboxamide C(#N)C=1C=C(C=CC1)C=1N=C(SC1C1=CC(=NC(=C1)C)C)NC(=O)N1[C@@H](COCC1)C